(E)-3-(4-(allyloxy)-3-methoxyphenyl)-N-(butylaminomethylsulfonyl)acrylamide C(C=C)OC1=C(C=C(C=C1)/C=C/C(=O)NS(=O)(=O)CNCCCC)OC